(S)-3-((4-amino-2-(1-amino-1,3-dihydrospiro[indene-2,4'-piperidine]-1'-yl)-1-methyl-6-oxo-1,6-dihydropyrimidin-5-yl)thio)-2-chlorobenzonitrile NC=1N=C(N(C(C1SC=1C(=C(C#N)C=CC1)Cl)=O)C)N1CCC2(CC1)[C@@H](C1=CC=CC=C1C2)N